N-(4-((3-((4-chloro-3-(trifluoromethyl)phenyl)sulfonamido)-5-methylpyridin-2-yl)oxy)-3-methoxyphenyl)-2-fluoroacrylamide ClC1=C(C=C(C=C1)S(=O)(=O)NC=1C(=NC=C(C1)C)OC1=C(C=C(C=C1)NC(C(=C)F)=O)OC)C(F)(F)F